1-methyl-N-[4-[3-(1-methyl-4-piperidyl)phenoxy]-6-(o-tolyl)-5-(1,1,2,2,2-pentafluoroethyl)pyrimidin-2-yl]pyrazole-4-sulfonamide CN1N=CC(=C1)S(=O)(=O)NC1=NC(=C(C(=N1)OC1=CC(=CC=C1)C1CCN(CC1)C)C(C(F)(F)F)(F)F)C1=C(C=CC=C1)C